N-(morpholine-2-ylmethyl)amide N1CC(OCC1)C[NH-]